4-(3-(5-fluoro-2-methoxypyridin-3-yl)pyrazolo[1,5-a]pyrimidin-5-yl)piperazine-1-carboxylic acid propyl ester C(CC)OC(=O)N1CCN(CC1)C1=NC=2N(C=C1)N=CC2C=2C(=NC=C(C2)F)OC